(2-(4-iodophenylsulfonyloxy)ethyl)(trifluoromethanesulfonyl)amide IC1=CC=C(C=C1)S(=O)(=O)OCC[N-]S(=O)(=O)C(F)(F)F